2-(4-chloro-3-fluoro-phenoxy)-N-[3-[5-[1-(2,2-difluoroethyl)azetidin-3-yl]-1,3,4-oxadiazol-2-yl]-1-bicyclo[1.1.1]pentanyl]acetamide ClC1=C(C=C(OCC(=O)NC23CC(C2)(C3)C=3OC(=NN3)C3CN(C3)CC(F)F)C=C1)F